BrC=1C=C(C(=C(NC(CO)(C)C)C1)[N+](=O)[O-])F 2-(5-bromo-3-fluoro-2-nitroanilino)-2-methylpropan-1-ol